(S)-3-hydroxypropane-1,2-diyl distearate C(CCCCCCCCCCCCCCCCC)(=O)OC[C@H](CO)OC(CCCCCCCCCCCCCCCCC)=O